tert-butyl 4-(4,4-difluoropiperidin-1-yl)-2-(4-(2-hydroxyethylsulfonylamino)-2-(6-azaspiro[2.5]oct-6-yl) benzoylamino)-5H-pyrrolo[3,4-d]pyrimidine-6(7H)-carboxylate FC1(CCN(CC1)C=1C2=C(N=C(N1)NC(C1=C(C=C(C=C1)NS(=O)(=O)CCO)N1CCC3(CC3)CC1)=O)CN(C2)C(=O)OC(C)(C)C)F